N-((3S)-7-(3,9-diazabicyclo[3.3.1]nonan-3-yl)chroman-3-yl)-3-amino-6-methylthieno[2,3-b]pyridine-2-carboxamide C12CN(CC(CCC1)N2)C2=CC=C1C[C@@H](COC1=C2)NC(=O)C2=C(C=1C(=NC(=CC1)C)S2)N